3-(tert-butyl)-3-fluoro-N-(2-fluoro-4-methyl-5-(8-morpholinylimidazo[1,2-a]pyridin-6-yl)phenyl)pyrrolidine-1-carboxamide C(C)(C)(C)C1(CN(CC1)C(=O)NC1=C(C=C(C(=C1)C=1C=C(C=2N(C1)C=CN2)N2CCOCC2)C)F)F